(2,3-bis(methoxymethoxy)benzyl)hydroxylamine 2-oxo-3-(pyridin-4-yl)propyl-3,3-difluorocyclopentane-1-carboxylate O=C(COC(=O)C1CC(CC1)(F)F)CC1=CC=NC=C1.COCOC1=C(CNO)C=CC=C1OCOC